6-((2-fluoro-4-methyl-5-(1,2,4-triazin-3-yl)phenyl)carbamoyl)-3-methyl-6-azabicyclo[3.1.1]heptane-1-carboxylic acid FC1=C(C=C(C(=C1)C)C=1N=NC=CN1)NC(=O)N1C2CC(CC1(C2)C(=O)O)C